C(C1=CC=CC=C1)SC=1C=C2CCN(C2=CC1)C(=O)C1=CC(=CC=C1)N1CCNCC1 (5-(benzylthio)indolin-1-yl)(3-(piperazin-1-yl)phenyl)methanone